N-methoxy-N-methyl-1,1-dioxo-1λ6-thiane-4-carboxamide CON(C(=O)C1CCS(CC1)(=O)=O)C